ClC1=CC=C(C=C1)C1CCN(CC1)C1=C(C=C(C=C1)[C@@]1(CNCCC1)C)F (R)-3-(4-(4-(4-chlorophenyl)piperidin-1-yl)-3-fluorophenyl)-3-methylpiperidine